CC1=NNC(=N1)CC1=CC=CC=C1 3-methyl-5-(phenylmethyl)-1,2,4-triazole